(S)-4-(N-(3-(1H-indol-3-yl)-1-(4-morpholinophenylamino)-1-oxopropan-2-yl)sulfamoyl)benzoic acid methyl ester COC(C1=CC=C(C=C1)S(N[C@H](C(=O)NC1=CC=C(C=C1)N1CCOCC1)CC1=CNC2=CC=CC=C12)(=O)=O)=O